1-hept-6-enyl-glycerol C(CCCCC=C)OCC(O)CO